C1=CC=CC=2C3=CC=CC=C3C(C12)COC(=O)N1[C@@H](C[C@H](C1)CC1=CC=C(C=C1)C=1C=NC=NC1)C(=O)O (2S,4R)-1-(((9H-fluoren-9-yl)methoxy)carbonyl)-4-(4-(pyrimidin-5-yl)benzyl)pyrrolidine-2-carboxylic acid